COC=1C=CC2=C(C=C(O2)C(=O)N[C@H](C(=O)O)CC=2C=NC=CC2)C1 (2S)-2-[(5-methoxy-1-benzofuran-2-carbonyl)amino]-3-pyridin-3-ylpropionic acid